CC1C(C2CCC1C2(C)C)NC2=NC=C(C=N2)C#N ((3,7,7-trimethylbicyclo[2.2.1]heptan-2-yl)amino)pyrimidine-5-carbonitrile